(R)-2-(3-chlorophenyl)-N-((1-cyanopyrrolidin-3-yl)methyl)-2H-1,2,3-triazole-4-carboxamide ClC=1C=C(C=CC1)N1N=CC(=N1)C(=O)NC[C@@H]1CN(CC1)C#N